methyl (1r,5s)-1-(naphthalen-2-yl)-3-azabicyclo[3.1.0]hexane-3-carboxylate C1=C(C=CC2=CC=CC=C12)[C@@]12CN(C[C@H]2C1)C(=O)OC